10-(benzyloxy)-5-chloro-6-fluoro-8-(methylthio)imidazo[1',2':1,2]pyrido[4,3-d]pyrimidine C(C1=CC=CC=C1)OC=1C2=C(N=C(N1)SC)C(=C(N1C2=NC=C1)Cl)F